(S)-2-(4-(4-(1-(4-methylpentan-2-yl)-1H-pyrazol-4-yl)pyrazolo[1,5-a]pyrazin-6-yl)-1H-pyrazol-1-yl)propane-1,3-diol CC(C[C@H](C)N1N=CC(=C1)C=1C=2N(C=C(N1)C=1C=NN(C1)C(CO)CO)N=CC2)C